n-octyl phosphate P(=O)(OCCCCCCCC)([O-])[O-]